ClC1=C2C(=NC=C1C=1SC(=CC1)C)NC=C2 4-chloro-5-(5-methylthiophene-2-yl)-1H-pyrrolo[2,3-b]Pyridine